The molecule is an AMP-sugar in which the hydrogen at position 1 of AMP is substituted by a 5-phospho-beta-D-ribosyl group. It has a role as an Escherichia coli metabolite. It is a conjugate acid of a 1-(5-phosphonato-beta-D-ribosyl)-5'-AMP(4-). C1=NC2=C(N1[C@H]3[C@@H]([C@@H]([C@H](O3)COP(=O)(O)O)O)O)N=CN(C2=N)[C@H]4[C@@H]([C@@H]([C@H](O4)COP(=O)(O)O)O)O